(R)-6-chloro-7-(2-(((3-chloropyridin-2-yl)oxy)methyl)pyrrolidin-1-yl)-1-(6-methoxypyridin-3-yl)-4-oxo-1,4-dihydroquinoline-3-carboxylic acid ClC=1C=C2C(C(=CN(C2=CC1N1[C@H](CCC1)COC1=NC=CC=C1Cl)C=1C=NC(=CC1)OC)C(=O)O)=O